N-(3-(5-(azetidin-3-ylsulfonyl)-2-(difluoromethoxy)phenyl)-1-methyl-1H-pyrazol-4-yl)pyrazolo[1,5-a]pyrimidine-3-carboxamide N1CC(C1)S(=O)(=O)C=1C=CC(=C(C1)C1=NN(C=C1NC(=O)C=1C=NN2C1N=CC=C2)C)OC(F)F